NC1=NC2=C(C=CC=C2C(=N1)C(=O)NCC1=NC(=CC=C1)COCC1CC1)OC 2-amino-N-[[6-(cyclopropylmethoxymethyl)-2-pyridyl]methyl]-8-methoxy-quinazoline-4-carboxamide